C(C)C1=NN(C2=NC=CC(=C21)NC(=O)OC(C)(C)C)C ethyl-4-((tert-butoxycarbonyl)amino)-1-methyl-1H-pyrazolo[3,4-b]pyridine